NC1=NC=C(C=C1OCC=1C(=C(C=CC1)NC(C1=CC(=CC=C1)OC)=O)F)Cl N-(3-(((2-amino-5-chloropyridin-3-yl)oxy)methyl)-2-fluorophenyl)-3-methoxybenzamide